ClC1=C(C=C2C(=NNC2=C1)CCC(=O)O)C1=CC=C(C=C1)C1=C(C=CC=C1)O 3-[6-Chloro-5-(2'-hydroxy[1,1'-biphenyl]-4-yl)-1H-indazol-3-yl]propanoic acid